((2R,6R)-4-(2,4-dimethoxybenzoyl)-2,6-dimethylpiperazin-1-yl)(2-fluoro-4-methoxyphenyl)methanone COC1=C(C(=O)N2C[C@H](N([C@@H](C2)C)C(=O)C2=C(C=C(C=C2)OC)F)C)C=CC(=C1)OC